N-methyl-piperidine-3,5-dicarboxylic acid CN1CC(CC(C1)C(=O)O)C(=O)O